CN(C)[C@H]([C@@H](O)C1=CC=C(C=C1)[N+](=O)[O-])CO (1s,2s)-2-(N,N-dimethylamino)-1-(4-nitrophenyl)propane-1,3-diol